FC(C)(F)C1=NC(=CC(=N1)C1=CN(C2=CN=C(C=C21)NC(CC)=O)C)C N-(3-(2-(1,1-difluoroethyl)-6-methylpyrimidin-4-yl)-1-methyl-1H-pyrrolo[2,3-c]pyridin-5-yl)propionamide